FC1=CC(=C2NC=C3C2=C1C1=C[C@@H](CN([C@@H]1C3)C([2H])([2H])[2H])O)F (6aR,9S)-1,3-difluoro-7-(methyl-d3)-4,6,6a,7,8,9-hexahydroindolo[4,3-fg]quinolin-9-ol